(3S,4R)-4-(4-bromophenyl)-3-fluoropiperidine BrC1=CC=C(C=C1)[C@@H]1[C@@H](CNCC1)F